deoxygulose O=CC[C@H](O)[C@@H](O)[C@H](O)CO